C(C)(C)(C)OC(=O)N[C@@H](C(C)C)C(=O)N1[C@@H](C[C@H](C1)O)C(=O)O (2S,4R)-1-((tert-butoxycarbonyl)-L-valyl)-4-hydroxypyrrolidine-2-carboxylic acid